ClC=1C(=C2C=NNC2=C(C1F)CC#N)C=1N=CC=2N(C1)C=C(N2)NC(=O)[C@H]2[C@H](C2)F (1S,2S)-N-(6-(5-chloro-7-(cyanomethyl)-6-fluoro-1H-indazol-4-yl)imidazo[1,2-a]pyrazin-2-yl)-2-fluorocyclopropane-1-carboxamide